CC1C=CNN1C(C)CCC 5-methyl-N-(pentan-2-yl)pyrazoline